ClC1=C(C(=CC=C1)F)NC(C1=C(C=C(C(=C1)F)C1=NC=C(N=C1)C)O[C@H](C(F)(F)F)C)=O (S)-N-(2-chloro-6-fluorophenyl)-5-fluoro-4-(5-methylpyrazin-2-yl)-2-((1,1,1-trifluoropropan-2-yl)oxy)benzamide